tert-butyl (2R)-2-(6-bromo-4-oxo-3,4-dihydrothieno[3,2-d]pyrimidin-2-yl)azepane-1-carboxylate BrC1=CC=2N=C(NC(C2S1)=O)[C@@H]1N(CCCCC1)C(=O)OC(C)(C)C